CC1=C(C=CC=C1[C@@H](CN[C@@H]([C@H]1CNC2=C(N1)N=CC=C2)C2=CC=CC=C2)C)CC(=O)O |o1:7| 2-(2-methyl-3-((S or R)-1-(((R)-phenyl((R)-1,2,3,4-tetrahydropyrido[2,3-b]pyrazin-3-yl)methyl)amino)propan-2-yl)phenyl)acetic acid